ClC1=C(C=C(O)C=C1)O 4-Chlororesorcinol